COC=1C=CC=2C3=C(C=NC2N1)COC(N3C3=CC=C1CCN(CC1=C3)C(=O)OC(C)(C)C)=O Tert-butyl 7-(8-methoxy-2-oxo-2H-[1,3]oxazino[5,4-c][1,8]naphthyridin-1(4H)-yl)-3,4-dihydroisoquinolin-2(1H)-carboxylate